(S)-3-chloro-2-(6-((6-(2-(hydroxymethyl)morpholino)pyrimidin-4-yl)amino)-1H-pyrazolo[4,3-c]pyridin-1-yl)benzonitrile ClC=1C(=C(C#N)C=CC1)N1N=CC=2C=NC(=CC21)NC2=NC=NC(=C2)N2C[C@H](OCC2)CO